benzo[c][1,2,5]oxadiazole-5-carboxamide N=1ON=C2C1C=CC(=C2)C(=O)N